methyl 2-[4-(hydroxymethyl)-1-piperidyl]-6-[[6-(trifluoromethyl)pyridine-2-carbonyl] amino]-1,3-benzothiazole-5-carboxylate OCC1CCN(CC1)C=1SC2=C(N1)C=C(C(=C2)NC(=O)C2=NC(=CC=C2)C(F)(F)F)C(=O)OC